FC(C=1C=C(CBr)C=CC1)F 3-(difluoromethyl)benzyl bromide